CC1=NN2C(N=C(C(=C2)[C@H](C)NC2=C3N=CNC3=NC=N2)C2=CC=CC=C2)=C1 (S)-N-(1-(2-methyl-5-phenylpyrazolo[1,5-a]pyrimidin-6-yl)ethyl)-9H-purin-6-amine